N1(CCCC1)C=1C=C(C=NC1)NC(CC)=O N-(5-(pyrrolidin-1-yl)pyridin-3-yl)propanamide